2-(4-(1H-indol-3-yl)phenyl)-1H-benzo[d]imidazol-5-amine N1C=C(C2=CC=CC=C12)C1=CC=C(C=C1)C1=NC2=C(N1)C=CC(=C2)N